6,6'-(3'-(naphthalen-2-yl)-[1,1'-biphenyl]-2,4'-diyl)bis(2,4-diphenyl-1,3,5-triazine) C1=C(C=CC2=CC=CC=C12)C=1C=C(C=CC1C1=NC(=NC(=N1)C1=CC=CC=C1)C1=CC=CC=C1)C1=C(C=CC=C1)C1=NC(=NC(=N1)C1=CC=CC=C1)C1=CC=CC=C1